(6R)-1-(5-chloro-3-fluoro-pyridin-2-yl)-3-(hydroxy-methyl)-6-methyl-4-(4-(trifluoromethyl)benzyl)-piperazine-2,5-dione ClC=1C=C(C(=NC1)N1C(C(N(C([C@H]1C)=O)CC1=CC=C(C=C1)C(F)(F)F)CO)=O)F